7-BROMO-2-CYCLOPROPYL-1H-INDOLE-3-CARBOXALDEHYDE BrC=1C=CC=C2C(=C(NC12)C1CC1)C=O